FC=1C=2N(C=C(C1)C1=CNC=3N=C(N=CC31)N[C@@H]3CC[C@@H](CC3)OC)C=CN2 5-(8-fluoroimidazo[1,2-a]pyridin-6-yl)-N-(cis-4-methoxycyclohexyl)-7H-pyrrolo[2,3-d]pyrimidin-2-amine